NC=1C=C2C(N(C=NC2=CC1)C1CCN(CC1)C)=O 6-amino-3-(1-methylpiperidin-4-yl)quinazolin-4(3H)-one